C(#C)C=1C=CC=2C=3N(CCCC2N1)C1=C(C3C3=CC(=C(C=C3)OC3=NC=CC(=N3)C)F)C(=NC=N1)N 3-ethynyl-13-(3-fluoro-4-((4-methylpyrimidin-2-yl)oxy)phenyl)-6,7-dihydro-5H-pyrido[3,2-c]pyrimido[5',4':4,5]pyrrolo[1,2-a]azepin-12-amine